N-(5-fluoro-1-methyl-1H-benzo[d]imidazol-2-yl)-7-methyl-7,8-dihydro-6H-oxazolo[4,5-e]isoindol-2-amine FC1=CC2=C(N(C(=N2)NC=2OC=3C(=C4CN(CC4=CC3)C)N2)C)C=C1